(3S)-1'-[6-amino-5-[(2-amino-3-chloropyridin-4-yl)sulfanyl]-3-(oxetan-3-yl)pyrazin-2-yl]-1,3-dihydrospiro[indene-2,4'-piperidine]-3-amine NC1=C(N=C(C(=N1)N1CCC2(CC1)CC1=CC=CC=C1[C@H]2N)C2COC2)SC2=C(C(=NC=C2)N)Cl